C(=O)(O)C1=C(OC(=C1C)CCC)CCC(=O)O 3-carboxy-4-methyl-5-Propyl-2-furanpropionic acid